1,3-diallyloxypropane C(C=C)OCCCOCC=C